C(C)(C)N1N=C(C=C1)C1=C(C2=C(N=C(N=C2NCCOCCOC)C=2N(C=CN2)C)S1)C 6-(1-Isopropyl-1H-pyrazol-3-yl)-N-(2-(2-methoxyethoxy)ethyl)-5-methyl-2-(1-methyl-1H-imidazol-2-yl)thieno[2,3-d]pyrimidin-4-amine